C(C)C1(CCN(CC1)C(=O)OC(C)(C)C)C(N[C@@H](C(F)(F)F)C)=O tert-butyl 4-ethyl-4-[[(1R)-2,2,2-trifluoro-1-methyl-ethyl]carbamoyl]piperidine-1-carboxylate